4,6-diamino-2-(4-(tert-butyl)phenyl)pyrimidine-5-carboxylic acid NC1=NC(=NC(=C1C(=O)O)N)C1=CC=C(C=C1)C(C)(C)C